FC(C1=NC2=C(N1C1=CC(=NC(=N1)N1CCOCC1)N1CCNCC1)C=CC=C2)F 4-(6-(2-(difluoromethyl)-1H-benzo[d]imidazol-1-yl)-2-morpholinylpyrimidin-4-yl)piperazine